2-[(6-Bromo-2-ethyl-imidazo[1,2-a]pyridin-3-yl)-methyl-amino]-4-(4-fluoro-phenyl)-thiazole-5-carbonitrile BrC=1C=CC=2N(C1)C(=C(N2)CC)N(C=2SC(=C(N2)C2=CC=C(C=C2)F)C#N)C